BrC=1C(=NNC1N1CCN(CC1)C(C)=O)C 1-(4-(4-bromo-3-methyl-1H-pyrazol-5-yl)piperazin-1-yl)ethan-1-one